O(O)O.[Ni] nickel (oxy) hydroxide